CN1CC(CCC1)NC N-methyl-3-(methylamino)piperidine